C(C)(C)(C)OC(=O)N[C@@H](CCC(NC)=O)C(=O)OC(C)(C)C tert-butyl N2-(tert-butoxycarbonyl)-N5-methyl-L-glutaminate